C(C)(C)(C)OC(=O)N1C(C2=C(C=CC(=C2C1C)Cl)[N+](=O)[O-])=O 4-chloro-3-methyl-7-nitro-1-oxoisoindolin-2-carboxylic acid tert-butyl ester